7-fluoro-3,3-dimethyl-2,3-dihydrobenzo[b][1,4]dioxine-6-carbonitrile FC=1C(=CC2=C(OCC(O2)(C)C)C1)C#N